(cis)-tert-butyl 6',6'-difluorotetrahydro-1'H-spiro[cyclopropane-1,2'-pyrrolo[3,2-b]pyrrole]-4'(5'H)-carboxylate FC1(CN([C@@H]2[C@H]1NC1(C2)CC1)C(=O)OC(C)(C)C)F